CC=1N(C2=C(C(=NC=C2C2=CC=CC=C2)C)N1)CC1=CC=C(C=C1)S(=O)(=O)N 4-((2,4-dimethyl-7-phenyl-1H-imidazo[4,5-c]pyridin-1-yl)methyl)benzenesulfonamide